tert-butyl 2-((S)-1-amino-3-((tert-butyldiphenylsilyl)oxy)-1-oxopropan-2-yl)-1-oxo-2,5-diazaspiro[3.4]octane-5-carboxylate NC([C@H](CO[Si](C1=CC=CC=C1)(C1=CC=CC=C1)C(C)(C)C)N1C(C2(C1)N(CCC2)C(=O)OC(C)(C)C)=O)=O